(((((2S,3S,4R,5R)-5-(4-(cyclopentylamino)-6-(hydroxymethyl)-1H-pyrazolo[3,4-d]pyrimidin-1-yl)-3,4-dihydroxytetrahydrofuran-2-yl)methyl)sulfonyl)methyl)phosphonic acid C1(CCCC1)NC1=C2C(=NC(=N1)CO)N(N=C2)[C@H]2[C@@H]([C@@H]([C@H](O2)CS(=O)(=O)CP(O)(O)=O)O)O